2,3,5,6-pyrazinetetracarboxylic acid N1=C(C(=NC(=C1C(=O)O)C(=O)O)C(=O)O)C(=O)O